methyl 6-(1-(tert-butoxycarbonyl)piperidin-3-yl)-4-chloro-7-fluoro-1H-indole-2-carboxylate C(C)(C)(C)OC(=O)N1CC(CCC1)C1=CC(=C2C=C(NC2=C1F)C(=O)OC)Cl